FC1=CC=C(C=C1)C1=NOC(=N1)C1C2CN(C(C1)C2)C(CC2=NC=NN2C)=O 1-(5-(3-(4-fluorophenyl)-1,2,4-oxadiazol-5-yl)-2-azabicyclo[2.2.1]heptan-2-yl)-2-(1-methyl-1H-1,2,4-triazol-5-yl)ethan-1-one